2-[2-(3,4-difluoro-2-methoxy-phenoxy)-5-fluoro-4-(trifluoromethyl)phenyl]-5-[(4-methyl-1-oxo-1,4-thiazinan-1-ylidene)amino]-1H-1,6-naphthyridin-4-one FC=1C(=C(OC2=C(C=C(C(=C2)C(F)(F)F)F)C=2NC3=CC=NC(=C3C(C2)=O)N=S2(CCN(CC2)C)=O)C=CC1F)OC